bis[(diphenylphosphino) phenyl] ether C1(=CC=CC=C1)P(C1=CC=CC=C1)C1=C(C=CC=C1)OC1=C(C=CC=C1)P(C1=CC=CC=C1)C1=CC=CC=C1